FC(CN1N=NC2=C1C=C(C=C2)C2=CNC=1N=C(N=CC12)NC1CC(C1)(C)C(=O)N1CCCC1)F ((1r,3r)-3-((5-(1-(2,2-difluoroethyl)-1H-benzo[d][1,2,3]triazol-6-yl)-7H-pyrrolo[2,3-d]pyrimidin-2-yl)amino)-1-methylcyclobutyl)(pyrrolidin-1-yl)methanone